isopropenyl-Oxazoline C(=C)(C)C=1OCCN1